C(C)(C)(C)OC(=O)N([C@H](C(=O)O)CC(C)C)C (2S)-2-[[(tert-butoxy)carbonyl](methyl)amino]-4-methylpentanoic acid